4-methyl-2'-hydroxy-4'-methoxy-5'-diethylaminomethyl-methyl-chalcone CC1=CC(=C(C=C1)\C=C\C(=O)C1=C(C=C(C(=C1)CN(CC)CC)OC)O)C